2,4-dichloropyrimidin-5-yl-N-methyl-2-nitrobenzamide ClC1=NC=C(C(=N1)Cl)C=1C(=C(C(=O)NC)C=CC1)[N+](=O)[O-]